C(C)C=1C=NC=CC1C1=C2C=C(NC2=C(C(=C1)C1=CCCN(C1)C(CCN1N=NC=C1)=O)F)C(=O)OC methyl 4-(3-ethyl-4-pyridyl)-7-fluoro-6-[1-[3-(triazol-1-yl)propanoyl]-3,6-dihydro-2H-pyridin-5-yl]-1H-indole-2-carboxylate